di-tert-butyl (4-(aminomethyl)benzyl)phosphonate NCC1=CC=C(CP(OC(C)(C)C)(OC(C)(C)C)=O)C=C1